2-PYRON O1C(C=CC=C1)=O